CC1=CN=C(S1)N1N=C(C=C1)CC(=O)O 2-[1-(5-methyl-1,3-thiazol-2-yl)-1H-pyrazol-3-yl]acetic acid